O=C/1C2(C\C1=C/C1=C(C=CC=C1)C=1N=CN(C1)C(C1=CC=CC=C1)(C1=CC=CC=C1)C1=CC=CC=C1)CC1CCC(C2)N1C(=O)OC(C)(C)C tert-butyl (3'E)-2'-oxo-3'-[[2-(1-tritylimidazol-4-yl)phenyl]methylene]spiro[8-azabicyclo[3.2.1]octane-3,1'-cyclobutane]-8-carboxylate